ClC1=CC=C(C=C1)[C@H](C)NC=1N=CC2=C(N1)N(C(C=C2)=O)CC2=CC=C(C=C2)F 2-{[(1S)-1-(4-chlorophenyl)ethyl]amino}-8-(4-fluorobenzyl)pyrido[2,3-d]pyrimidin-7(8H)-one